(R)-4-((1-(3,3-difluoro-2,3-dihydrobenzofuran-7-yl)prop-2-yn-1-yl)amino)-2-methyl-6-(1-methylcyclopropyl)pyrido[4,3-d]pyrimidin-7(6H)-one FC1(COC2=C1C=CC=C2[C@@H](C#C)NC=2C=1C(N=C(N2)C)=CC(N(C1)C1(CC1)C)=O)F